5-acetyl-2-((2-fluoro-4-iodophenyl)amino)-4-isopropylthiophene-3-carboxamide C(C)(=O)C1=C(C(=C(S1)NC1=C(C=C(C=C1)I)F)C(=O)N)C(C)C